FC(C=1C=C(C=CC1)C1CCNCC1)(F)F 4-(3-trifluoromethyl-phenyl)piperidine